6-methoxy-5-(4,4,5,5-tetramethyl-1,3,2-dioxaborolan-2-yl)-1-[[2-(trimethylsilyl)ethoxy]methyl]indazole COC1=C(C=C2C=NN(C2=C1)COCC[Si](C)(C)C)B1OC(C(O1)(C)C)(C)C